ClC1=CC=C(C=C1)C1=CC(=CC=C1)CC(=O)O 2-(4'-chloro-[1,1'-biphenyl]-3-yl)acetic acid